(S)-6-benzyl-2-morpholinyl-9-(4-trifluoromethylphenyl)-8-vinyl-6,7,8,9-tetrahydro-5H-pyrimido[4,5-e][1,4]Diazepin-5-one C(C1=CC=CC=C1)N1C[C@@H](N(C2=C(C1=O)C=NC(=N2)N2CCOCC2)C2=CC=C(C=C2)C(F)(F)F)C=C